Dihydroxydimethylsilan O[Si](C)(C)O